CC1=C(C(=CC(=C1)C)C)N1C(NCC1)=C1C(CCCC1)(P(C1CCCCC1)C1CCCCC1)Cl (2,4,6-trimethylphenylimidazolidin-2-ylidene)chloro(tricyclohexylphosphine)